5-bromo-2-(3-(4-(5-cyclopropylpyridin-3-yl)-1H-1,2,3-triazol-1-yl)-1-methylazetidin-3-yl)pyridine BrC=1C=CC(=NC1)C1(CN(C1)C)N1N=NC(=C1)C=1C=NC=C(C1)C1CC1